5-(5-(4,4-Dimethylpiperidin-1-yl)-1H-pyrazolo[3,4-c]-pyridine-1-yl)-2-fluoro-3-(trifluoromethyl)phenol CC1(CCN(CC1)C=1C=C2C(=CN1)N(N=C2)C=2C=C(C(=C(C2)O)F)C(F)(F)F)C